((2-(3-(diethylamino)propoxy)naphthalen-1-yl)methyl)naphthalen-2-ol C(C)N(CCCOC1=C(C2=CC=CC=C2C=C1)CC1=C(C=CC2=CC=CC=C12)O)CC